COC=1C2=C(N=CN1)C=CN2C=2C=C1C(=NC2)N=C(N1CC=1C=C(C=CC1)CO)C (3-((6-(4-methoxy-5H-pyrrolo[3,2-d]pyrimidin-5-yl)-2-methyl-1H-imidazo[4,5-b]pyridin-1-yl)methyl)phenyl)methanol